9,9',9'',9'''-(4-(6-methylpyridin-2-yl)-6-(1-phenyl-1H-benzo[d]imidazol-2-yl)benzene-1,2,3,5-tetrayl)tetrakis(9H-pyrido[3,4-b]indole) CC1=CC=CC(=N1)C1=C(C(=C(C(=C1N1C2=C(C3=CC=CC=C13)C=CN=C2)C2=NC1=C(N2C2=CC=CC=C2)C=CC=C1)N1C2=C(C3=CC=CC=C13)C=CN=C2)N2C1=C(C3=CC=CC=C23)C=CN=C1)N1C2=C(C3=CC=CC=C13)C=CN=C2